NC1=C(C=CC(=C1)Cl)C1=C(C=NC(=C1)Cl)NCC 4-(2-amino-4-chlorophenyl)-6-chloro-N-ethylpyridin-3-amine